OCC(C)(C)OC1=C(C=C(C=C1)C(CCC1=C(N=C(S1)C1=CC2=CC=CC=C2C=C1)C(C)C)O)C 1-(4-((1-hydroxy-2-methylpropan-2-yl)oxy)-3-methylphenyl)-3-(4-isopropyl-2-(naphthalen-2-yl)thiazol-5-yl)propan-1-ol